tert-butyl ((2S)-3-hydroxy-4-oxo-1-((S)-2-oxopiperidin-3-yl)-4-(2-oxa-6-azaspiro[3.3]heptan-6-yl)butan-2-yl)carbamate OC([C@H](C[C@H]1C(NCCC1)=O)NC(OC(C)(C)C)=O)C(N1CC2(COC2)C1)=O